7-Propylspiro[chromene-2,1'-cyclopropane]-5-ol C(CC)C=1C=C(C=2C=CC3(CC3)OC2C1)O